C(C)(C)(C)[Si](OC[C@@H]1N([C@H](C2=CC=CC(=C2C1)C=1C=NNC1)C)C(CC1=C2C(=NN(C2=CC=C1Cl)C)Cl)=O)(C)C 1-[(1s,3r)-3-[[tert-butyl-(dimethyl)silyl]oxymethyl]-1-methyl-5-(1H-pyrazol-4-yl)-3,4-dihydro-1H-isoquinolin-2-yl]-2-(3,5-dichloro-1-methyl-indazol-4-yl)ethanone